5-(tert-butyl) 6-methyl (R)-6-(2-(chloromethyl)allyl)-5-azaspiro[2.4]Heptane-5,6-dicarboxylate ClCC(C[C@@]1(N(CC2(CC2)C1)C(=O)OC(C)(C)C)C(=O)OC)=C